C(C)C(CCCC)C1OCCN1CCO 2-(1'-ethylpentyl)-3-hydroxyethyl-1,3-oxazolidine